2-(3-((3-(2-carbamoylethyl)-4-(pyridin-3-yl)phenylphenylamino)phenyl)-5-(pyridin-3-yl)-phenyl)acrylamide C(N)(=O)CCC=1C=C(C=CC1C=1C=NC=CC1)N(C1=CC=CC=C1)C1=C(C=CC=C1)C=1C=C(C=C(C1)C=1C=NC=CC1)C(C(=O)N)=C